CN1C(N2[C@H](COC3=C4C2=C1C=NC4=CC=C3C=3C=NC(=CC3)OCCCN3CCCCC3)C)=O (S)-2,10-dimethyl-7-(6-(3-(piperidin-1-yl)propoxy)pyridin-3-yl)-9,10-dihydro-8-oxa-2,4,10a-triazanaphtho[2,1,8-cde]azulen-1(2H)-one